ruthenium-cerium oxide [O-2].[Ce+3].[Ru+3].[O-2].[O-2]